C1(CC1)OC1=CC=C(C=C1)CNC(N(C1CCN(CC1)C)CC1=C(C=C(C=C1)F)F)=O 3-[(4-cyclopropoxyphenyl)methyl]-1-[(2,4-difluorophenyl)methyl]-1-(1-methylpiperidin-4-yl)urea